N-(4-(4-amino-7-(1-methyl-1H-pyrazol-3-yl)pyrrolo[2,1-f][1,2,4]triazin-5-yl)-2-methoxyphenyl)pivalamide NC1=NC=NN2C1=C(C=C2C2=NN(C=C2)C)C2=CC(=C(C=C2)NC(C(C)(C)C)=O)OC